C(C)(C)(C)OC(=O)NCCOCCOCCOC=1C=C(OC2=CC=C(C=N2)C(=O)OC)C=CC1 Methyl 6-[3-[2-[2-[2-(Tert-butoxycarbonylamino)ethoxy]ethoxy]ethoxy]phenoxy]pyridine-3-carboxylate